C(C)(=O)O[C@@H]1CC2=CC[C@H]3[C@@H]4CC=C([C@@]4(C)CC[C@@H]3[C@]2(CC1)C)N1C=CC2=CC=CC=C12 3β-Acetoxy-17-(1H-indol-1-yl)-androsta-5,16-diene